4-(N-methyl-N-(3-(N,N-dibutyl-L-alanylamino)-4-methoxyphenyl)-amino)coumarin CN(C1=CC(=C(C=C1)OC)NC([C@@H](N(CCCC)CCCC)C)=O)C1=CC(OC2=CC=CC=C12)=O